2-methoxy-5-((4-oxo-3,4-dihydro-phthalazin-1-yl)methyl)benzoic acid COC1=C(C(=O)O)C=C(C=C1)CC1=NNC(C2=CC=CC=C12)=O